fmoc-D-tryptophan C(=O)(OCC1C2=CC=CC=C2C2=CC=CC=C12)N[C@H](CC1=CNC2=CC=CC=C12)C(=O)O